(E)-3-(4-(((1-(3',6-Dicyano-5'-(3-hydroxy-4-morpholinophenyl)-[3,4'-bipyridin]-2'-yl)piperidin-4-yl)amino)methyl)phenyl)-N-hydroxyacrylamide formate C(=O)O.C(#N)C=1C(=NC=C(C1C=1C=NC(=CC1)C#N)C1=CC(=C(C=C1)N1CCOCC1)O)N1CCC(CC1)NCC1=CC=C(C=C1)/C=C/C(=O)NO